N-[1-(4-cyanophenyl)-5-oxopyrrolidine-3-yl]-2-(2,5-dichlorophenyl)acetamide C(#N)C1=CC=C(C=C1)N1CC(CC1=O)NC(CC1=C(C=CC(=C1)Cl)Cl)=O